C(C1=CC=CC=C1)N1C[C@@](CCC1)(C1=CC(=CC=C1)Br)NC(=O)C=1N(C2=CC=C(C(=C2C1)Cl)Cl)C |r| (±)-N-[1-benzyl-3-(3-bromophenyl)-3-piperidyl]-4,5-dichloro-1-methyl-indole-2-carboxamide